OC1=CC=C(C=C1)\C(=C(/CC)\C1=CC=CC=C1)\C1=CC=C(C=C1)C1CCN(CC1)CCCN1CCN(CC1)C=1C=C2CN(C(C2=CC1)=O)C1C(NC(CC1)=O)=O (E)-3-(5-(4-(3-(4-(4-(1-(4-hydroxyphenyl)-2-phenylbut-1-en-1-yl)phenyl)piperidin-1-yl)propyl)piperazin-1-yl)-1-oxoisoindolin-2-yl)piperidine-2,6-dione